CN(C=NC1=CC(=NO1)C(C)(C)C)C N,N-dimethyl-N'-(3-tert-butyl-5-isoxazolyl)formamidine